ClC1=C(N=C(C=2N1N=C(N2)C)C2=CC=CC=C2)N 5-chloro-2-methyl-8-phenyl-[1,2,4]triazolo[1,5-a]pyrazin-6-amine